C(C1=CC=CC=C1)NC=1C=2C=NN(C2C(=CC1)F)C1OCCCC1 N-benzyl-7-fluoro-1-tetrahydropyran-2-yl-indazol-4-amine